ClC=1C=C(C(=NC1)OC)C1=CC=2C(=CN=C(C2)NC(=O)[C@H]2[C@H](C2)F)N1C (1S,2S)-N-[2-(5-chloro-2-methoxypyridin-3-yl)-1-methylpyrrolo[2,3-c]pyridin-5-yl]-2-fluorocyclopropane-1-carboxamide